C(C)C1=CC=C(C=C1)C(C(=O)NC)(CC)NC(=O)C=1C=NN2C1C[C@@H](CC2(C)C)C2=CC=CC=C2 (5R)-N-(2-(4-ethylphenyl)-1-(methylamino)-1-oxobut-2-yl)-7,7-dimethyl-5-phenyl-4,5,6,7-tetrahydropyrazolo[1,5-a]pyridine-3-carboxamide